FC1=C(C(=C(C(=C1C[B-](CC1=C(C(=C(C(=C1F)F)F)F)F)(CC1=C(C(=C(C(=C1F)F)F)F)F)CC1=C(C(=C(C(=C1F)F)F)F)F)F)F)F)F.C[S+](C1=CC=CC=C1)C1=CC=CC=C1 methyldiphenylsulfonium tetrakis(pentafluorobenzyl)borate